3-((4-fluoro-2-(trifluoromethyl)phenyl)amino)-5,6-dihydroimidazo[1,2-a]pyrazine FC1=CC(=C(C=C1)NC1=CN=C2N1CCN=C2)C(F)(F)F